2'-[(2S)-1,4-Dioxan-2-ylmethyl]-8'-methyl-N-(1,3-oxazol-2-ylmethyl)-2',5'-dihydrospiro[cyclopropan-1,4'-furo[2,3-g]indazol]-7'-carboxamid O1[C@H](COCC1)CN1N=C2C3=C(CC4(C2=C1)CC4)OC(=C3C)C(=O)NCC=3OC=CN3